NC1(COC1)C1=CC=C(C=C1)C1=CC=C(C=C1)C(C)(C)C1=CC=C(C=C1)N1N=C(C=C1C)C(=O)N 1-(4-(2-(4'-(3-aminooxetan-3-yl)-[1,1'-biphenyl]-4-yl)propan-2-yl)phenyl)-5-methyl-1H-pyrazole-3-carboxamide